4-{[2,2'-bipyridin]-5-yl}-1-[2-cyano-4-(trifluoromethyl)phenyl]-N-[(3S)-1-methylpyrrolidin-3-yl]piperidine-4-carboxamide N1=C(C=CC(=C1)C1(CCN(CC1)C1=C(C=C(C=C1)C(F)(F)F)C#N)C(=O)N[C@@H]1CN(CC1)C)C1=NC=CC=C1